6-(((S)-tetrahydrofuran-3-yl)oxy)pyrido[2,3-d]pyrimidin-4-amine O1C[C@H](CC1)OC1=CC2=C(N=CN=C2N)N=C1